tert-butyl (1S,2S,5R)-2-((S)-1-((7-bromo-2,6-dichloro-8-fluoro-4-hydroxyquinazolin-5-yl)oxy)ethyl)-3,8-diazabicyclo[3.2.1]octane-8-carboxylate BrC1=C(C(=C2C(=NC(=NC2=C1F)Cl)O)O[C@@H](C)[C@@H]1[C@@H]2CC[C@H](CN1)N2C(=O)OC(C)(C)C)Cl